4-[2-(3-methylisoxazol-5-yl)-5-[3-(m-tolyl)pyrazol-1-yl]pyrazolo[1,5-a]pyrimidin-7-yl]morpholine CC1=NOC(=C1)C1=NN2C(N=C(C=C2N2CCOCC2)N2N=C(C=C2)C=2C=C(C=CC2)C)=C1